FC1=C(C=CC(=C1)F)C1=CC(=CC=C1)[C@@H]1N(OCC1)C1=CC(=NC=N1)NC=1C(=CC(=C(C1)NC(C=C)=O)N1CCN(CC1)C)OC (R)-N-(5-((6-(3-(2',4'-difluoro-[1,1'-biphenyl]-3-yl)isoxazolidin-2-yl)pyrimidin-4-yl)amino)-4-methoxy-2-(4-methylpiperazin-1-yl)phenyl)acrylamide